(4-{5-amino-6-[1-(2,6-dichloro-3-fluoro-phenyl)-ethoxy]-pyrazin-2-yl}-phenyl)-(4-pyrrolidin-1-yl-piperidin-1-yl)-methanone NC=1N=CC(=NC1OC(C)C1=C(C(=CC=C1Cl)F)Cl)C1=CC=C(C=C1)C(=O)N1CCC(CC1)N1CCCC1